2-fluoro-5-acetoxybenzoic acid FC1=C(C(=O)O)C=C(C=C1)OC(C)=O